6-(4-(tert-butoxycarbonyl)piperazin-1-yl)imidazo[1,2-a]pyridine-3-carboxylic acid C(C)(C)(C)OC(=O)N1CCN(CC1)C=1C=CC=2N(C1)C(=CN2)C(=O)O